C(C=C)(=O)OCC(C(C(=O)N1[C@@H](CCCC1)C(=O)O[C@H](CCC1=CC(=C(C=C1)OC)OC)C=1C=C(C=CC1)NC(C[C@@H](C(=O)O)O)=O)=O)(C)C (S)-4-(3-((R)-1-((S)-1-(4-(acryloyloxy)-3,3-dimethyl-2-oxobutanoyl)piperidine-2-carbonyloxy)-3-(3,4-dimethoxyphenyl)propyl)phenylamino)-2-hydroxy-4-oxobutanoic acid